NCC1CC(N1)=O 4-(aminomethyl)azetidin-2-one